2-(4-cyclopropyl-6-methoxypyrimidin-5-yl)-8-(4-(5-methyl-3-(trifluoromethyl)-1H-pyrazol-1-yl)benzyl)-7,8-dihydro-6H-pyrimido[5,4-b][1,4]oxazine C1(CC1)C1=NC=NC(=C1C=1N=CC=2OCCN(C2N1)CC1=CC=C(C=C1)N1N=C(C=C1C)C(F)(F)F)OC